[Cl-].[Cl-].C1(C=CC=C1)[Ti+2]OC1=C(C=C(C2=CC=CC=C12)Cl)Cl cyclopentadienyl-(2,4-dichloro-1-naphthoxy)-titanium dichloride